CC1=CC=CC(=N1)C1=NC=CC(=N1)NC1=NC(=NC=C1)NC1=CC=C(C=C1)CCO 2-[4-[[4-[[2-(6-methyl-2-pyridyl)pyrimidin-4-yl]amino]pyrimidin-2-yl]amino]phenyl]ethanol